BrCC(=O)C1=NN2C(C=C(C(=C2)OC)OC)=C1 2-bromo-1-[5,6-dimethoxypyrazolo[1,5-a]pyridin-2-yl]ethan-1-one